tert-butyl(5-bromo-[1,2,4]triazolo[1,5-a]pyridin-2-yl)carbamate C(C)(C)(C)OC(NC1=NN2C(C=CC=C2Br)=N1)=O